p-toluenethiosulfonate CC1=CC=C(C=C1)S(=O)([O-])=S